NC=1NC2=C(N1)C(=C1C(=C2F)CC(C1)CN1CCC2(CN(C(O2)=O)C2=NC3=C(OCC(N3)=O)N=C2)CC1)F 6-[8-[(2-amino-4,8-difluoro-3,5,6,7-tetrahydrocyclopenta[f]benzimidazol-6-yl)methyl]-2-oxo-1-oxa-3,8-diazaspiro[4.5]decan-3-yl]-4H-pyrazino[2,3-b][1,4]oxazin-3-one